(S)-(-)-2-(t-butoxycarbonylamino)-3-cyclohexyl-1-propanol CC(C)(C)OC(=O)N[C@@H](CC1CCCCC1)CO